C1(=CC=C(C=C1)COC1=NOC(=C1)C(=O)NO)C1=CC=CC=C1 3-(([1,1'-biphenyl]-4-yl)methoxy)-N-hydroxyisoxazole-5-carboxamide